ClC1N(CCNC1)C1=CC(=CC=2OCCOC21)C 5-(2-chloropiperazin-1-yl)-7-methyl-2,3-dihydro-1,4-benzodioxine